FC1CCN(CC1)C1=C(C=NC=C1)NC(=O)C=1C=2N(N=CC1)C=C(N2)C2=CC=CC=C2 N-(4-(4-fluoropiperidin-1-yl)pyridin-3-yl)-2-phenylimidazo[1,2-b]pyridazine-8-carboxamide